CC1(C(CC1)C(CC#N)=O)C 3-(2,2-Dimethylcyclobutyl)-3-oxo-propanenitrile